C(C(C#CC(CO)O)O)O 3-hexyne-1,2,5,6-tetrol